rac-(3R*,4R*)-1-Cyclopropylmethyl-4-{[5-(2,4-difluoro-phenyl)-[1,2,4]oxadiazole-3-carbonyl]amino}-piperidine-3-carboxylic Acid Methyl Ester COC(=O)[C@@H]1CN(CC[C@H]1NC(=O)C1=NOC(=N1)C1=C(C=C(C=C1)F)F)CC1CC1 |r|